NN1C(=C(C(=C1)C1=C(C(=CC=C1)OC)C)C1CCS(CC1)(=O)=O)C(=O)OCC ethyl 1-amino-3-(1,1-dioxidotetrahydro-2H-thiopyran-4-yl)-4-(3-methoxy-2-methylphenyl)-1H-pyrrole-2-carboxylate